methyl 2-(4-((tert-butoxycarbonyl)amino)piperidin-1-yl)-6-(4-cyano-3-fluorophenyl)pyrimidine-4-carboxylate C(C)(C)(C)OC(=O)NC1CCN(CC1)C1=NC(=CC(=N1)C(=O)OC)C1=CC(=C(C=C1)C#N)F